7-Fluoronaphthalen-1-yl triflate O(S(=O)(=O)C(F)(F)F)C1=CC=CC2=CC=C(C=C12)F